2'-oxo-1'H-spiro[cyclopropane-1,4'-pyrido[4,3-d]pyrimidin]-3'-ylacetic acid O=C1N(C2(C3=C(N1)C=CN=C3)CC2)CC(=O)O